3-Fluoro-2-(5-(4-(methyl-sulfonyl)piperazin-1-yl)-1H-indazol-1-yl)pyridin-4-ol FC=1C(=NC=CC1O)N1N=CC2=CC(=CC=C12)N1CCN(CC1)S(=O)(=O)C